N1(CCC1)C=1C2=C(N=C(N1)OC[C@]13CCCN3C[C@@H](C1)F)C(=C(N=C2)C2=CC(=CC1=CC=C(C(=C21)C#C)F)O)F 4-[4-(azetidin-1-yl)-8-fluoro-2-{[(2R,7aS)-2-fluorotetrahydro-1H-pyrrolizin-7a(5H)-yl]methoxy}pyrido[4,3-d]pyrimidin-7-yl]-5-ethynyl-6-fluoronaphthalen-2-ol